(2-amino-6-chloro-9H-purin-9-yl)ethanol NC1=NC(=C2N=CN(C2=N1)C(C)O)Cl